N-((1,2,3,5,6,7-hexahydro-s-indacen-4-yl)carbamoyl)-6,7-dihydro-5H-pyrrolo[1,2-a]imidazole-2-sulfonamide C1CCC2=C(C=3CCCC3C=C12)NC(=O)NS(=O)(=O)C=1N=C2N(C1)CCC2